(S)-2-(4-bromo-2-iodophenoxy)propionic acid BrC1=CC(=C(O[C@H](C(=O)O)C)C=C1)I